OC1=CC=C(CN2CCC3(C(N(C(N3CCN3CCOCC3)=O)CC3=NC(=NO3)C3=CC(=C(C=C3)OC3=C(C=CC=C3)S(=O)(=O)CC(C)C)C(F)(F)F)=O)CC2)C=C1 8-(4-hydroxybenzyl)-3-((3-(4-(2-(isobutylsulfonyl)phenoxy)-3-(trifluoromethyl)phenyl)-1,2,4-oxadiazol-5-yl)methyl)-1-(2-morpholinoethyl)-1,3,8-triazaspiro[4.5]decane-2,4-dione